ClC=1C=C(CNC2=NC(=NC3=CC=C(C=C23)C=2C(=NOC2C)C)C(=O)NCC2=C(N=CS2)C)C=CC1 4-((3-chlorobenzyl)amino)-6-(3,5-dimethylisoxazol-4-yl)-N-((4-methylthiazol-5-yl)methyl)quinazoline-2-carboxamide